(2s,3s)-2,3-bis((4-methoxybenzoyl) oxy)Succinate COC1=CC=C(C(=O)O[C@H](C(=O)[O-])[C@@H](C(=O)[O-])OC(C2=CC=C(C=C2)OC)=O)C=C1